5-[2-(trifluoromethyl)pyrimidin-5-yl]-7H-pyrrolo[2,3-d]Pyrimidin-4-amine FC(C1=NC=C(C=N1)C1=CNC=2N=CN=C(C21)N)(F)F